2-Isopropyl-6,6,8-trimethyl-3H-pyrrolo[3,2-g]quinazoline-4,7(6H,8H)-dione C(C)(C)C1=NC2=CC3=C(C=C2C(N1)=O)C(C(N3C)=O)(C)C